CC=1NC=2C=CC=C(C2C1)C(=O)[O-] 2-methyl-indole-4-carboxylate